2-(7-fluoro-2-oxo-2H-chromen-3-yl)-4-methylthiazole-5-carboxylic acid FC1=CC=C2C=C(C(OC2=C1)=O)C=1SC(=C(N1)C)C(=O)O